FC(C(C1=CC=CC=C1)(O)C1=NNC(=N1)C=1C=C(OC2=C(C=3C=CNC3C=C2)C(=O)OC)C=CC1)(F)F Methyl 5-(3-(3-(2,2,2-trifluoro-1-hydroxy-1-phenylethyl)-1H-1,2,4-triazol-5-yl)phenoxy)-1H-indole-4-carboxylate